C(C=C)N1N=C(C(C(=C1)C1=CC=C(C=C1)F)=O)C(=O)[O-] 1-allyl-5-(4-fluorophenyl)-4-oxo-1,4-dihydropyridazine-3-carboxylate